O=C(NCCCN1CC(CCC1)C(=O)NS(=O)(=O)C1=CC(=CC=C1)C1CN(CC2=C(C=C(C=C12)Cl)Cl)C)NCCCCNC(NCCCN1CC(CCC1)C(=O)NS(=O)(=O)C1=CC(=CC=C1)C1CN(CC2=C(C=C(C=C12)Cl)Cl)C)=O 1,1'-(5,12-Dioxo-4,6,11,13-tetraazahexadecane-1,16-diyl)bis[N-([3-(6,8-dichloro-2-methyl-1,2,3,4-tetrahydroisoquinolin-4-yl)phenyl]sulfonyl)piperidine-3-carboxamide]